6-[3-(2,4-difluoroanilino)-7,8-dihydro-5H-1,6-naphthyridin-6-yl]-4,5-dimethyl-pyridazine FC1=C(NC=2C=NC=3CCN(CC3C2)C2=C(C(=CN=N2)C)C)C=CC(=C1)F